N-(2-chloro-4-fluoro-3-iodophenyl)-3-fluoro-N-((3-fluoropropyl)sulfonyl)-propane-1-sulfonamide ClC1=C(C=CC(=C1I)F)N(S(=O)(=O)CCCF)S(=O)(=O)CCCF